C(C1=CC=CC=C1)C1=C(SC=2N3C([C@@H](OCC21)C)=NN=C3C)C#CCOCCNC3=C2C(N(C(C2=CC=C3)=O)C3C(NC(CC3)=O)=O)=O 4-((2-((3-((S)-3-Benzyl-6,9-dimethyl-4H,6H-thieno[2,3-e][1,2,4]triazolo[3,4-c][1,4]oxazepin-2-yl)prop-2-yn-1-yl)oxy)ethyl)amino)-2-(2,6-dioxopiperidin-3-yl)isoindolin-1,3-dion